2-(4-bromophenyl)-8-methyl[1,2,4]triazolo[1,5-c]pyrimidin-5(6H)-on BrC1=CC=C(C=C1)C1=NN2C(NC=C(C2=N1)C)=O